2-(trimethylsilyl)ethanesulfonamide C[Si](CCS(=O)(=O)N)(C)C